CP(OC1=C2N=CC=NC2=CC=C1NC1=NC(=NC=C1Br)NC1=C(C=C(C(=C1)C=1C=NN(C1)C)N1CCC2(CN(C2)C)CC1)OC)(=O)C (6-((5-bromo-2-((2-methoxy-5-(1-methyl-1H-pyrazol-4-yl)-4-(2-methyl-2,7-diazaspiro[3.5]nonan-7-yl) phenyl) amino) pyrimidin-4-yl) amino) quinoxalin-5-yl) dimethylphosphinate